amino[1-(oxetane-3-carbonyl)piperidin-4-yl]piperidine NC1N(CCCC1)C1CCN(CC1)C(=O)C1COC1